1-[bis(dimethylamino)-methylene]-1H-1,2,3-triazolo[4,5-b]-pyridinium 3-oxide hexafluorophosphate F[P-](F)(F)(F)(F)F.CN(C)C(=[N+]1N=[N+](C2=NC=CC=C21)[O-])N(C)C